Niobium-Tin-Iron [Fe].[Sn].[Nb]